(2S,5R)-1-benzyl-5-methyl-2-phenylpiperazine C(C1=CC=CC=C1)N1[C@H](CN[C@@H](C1)C)C1=CC=CC=C1